C(C1=CC=CC=C1)OC1=C(C(=NC(=C1)OCC1OCCCC1)CCC1=CC=C(C=C1)CCC)C1=CC=CC=C1 4-(Benzyloxy)-3-phenyl-2-(4-propylphenethyl)-6-((tetrahydro-2H-pyran-2-yl)methoxy)pyridine